4,5-di-methyl-2-aminoindan CC1=C2CC(CC2=CC=C1C)N